FC(F)C1=NC(=CC(=N1)N)N (difluoromethyl)pyrimidine-4,6-diamine